C(CCCCCCCCCCCC)OC(CCSCCC(=O)OCCCCCCCCCCCCC)=O bis(tridecyl)-3,3'-thiodipropionate